tert-butyl 2-(1-(2,6-dioxopiperidin-3-yl)-3-methyl-2-oxo-2,3-dihydro-1H-benzo[d]imidazol-5-yl)-2,7-diazaspiro[3.5]nonane-7-carboxylate O=C1NC(CCC1N1C(N(C2=C1C=CC(=C2)N2CC1(C2)CCN(CC1)C(=O)OC(C)(C)C)C)=O)=O